3-(3-(6-aminopyridin-2-yl)-4-fluorophenyl)-2,2-dimethylpropionic acid tert-butyl ester C(C)(C)(C)OC(C(CC1=CC(=C(C=C1)F)C1=NC(=CC=C1)N)(C)C)=O